ClC=1C(OC(C1CCl)O)=O 3-chloro-4-(chloromethyl)-5-hydroxy-2(5H)-furanone